1,3-di((1,3,4-thiadiazole-2-yl)thio)propane S1C(=NN=C1)SCCCSC=1SC=NN1